N=1N(N=CC1)C1=C(C=C(C=N1)NC(=O)C1CC(C2=C1C=NC=1N2N=C(C1)F)(C)C)C(F)(F)F N-(6-(2H-1,2,3-triazol-2-yl)-5-(trifluoromethyl)pyridin-3-yl)-2-fluoro-8,8-dimethyl-7,8-dihydro-6H-cyclopenta[e]pyrazolo[1,5-a]pyrimidine-6-carboxamide